4-(2,4-difluorophenoxy)piperidin-1-yl-2-methoxy-5-nitropyridine FC1=C(OC2CCN(CC2)C=2C(=NC=C(C2)[N+](=O)[O-])OC)C=CC(=C1)F